OC1=C(N=NC(=C1)O)C(=O)O 4,6-dihydroxypyridazine-3-carboxylic acid